C(#N)C1=CNC2=C(C=CC(=C12)C)NS(=O)(=O)C=1C=NN(C1)CC(CO)(C)C N-(3-cyano-4-methyl-1H-indol-7-yl)-1-(3-hydroxy-2,2-dimethyl-propyl)pyrazole-4-sulfonamide